6-HYDROXYPYRIDAZINE-3-CARBOXYLIC ACID OC1=CC=C(N=N1)C(=O)O